2-dodecyl-2-heptylpropionic acid potassium salt [K+].C(CCCCCCCCCCC)C(C(=O)[O-])(C)CCCCCCC